2-(4-fluorophenyl)-3-(piperazin-1-ylmethyl)imidazo[1,2-a]pyridine FC1=CC=C(C=C1)C=1N=C2N(C=CC=C2)C1CN1CCNCC1